(1R,2R,5S)-N-[2-[(4,4-difluorocyclohexyl)amino]-1-(5-fluoro-3-pyridyl)-2-oxo-ethyl]-N-[4-(pentafluoro-λ6-sulfanyl)phenyl]-3-azabicyclo[3.1.0]hexane-2-carboxamide FC1(CCC(CC1)NC(C(C=1C=NC=C(C1)F)N(C(=O)[C@H]1[C@@H]2C[C@@H]2CN1)C1=CC=C(C=C1)S(F)(F)(F)(F)F)=O)F